1-(benzenesulfonyl)-6-fluoroindole-2-carboxylic acid C1(=CC=CC=C1)S(=O)(=O)N1C(=CC2=CC=C(C=C12)F)C(=O)O